((1s,3s)-3-Hydroxy-3-methylcyclobutyl)(7-hydroxy-7-(3-isopropylphenyl)-2-azaspiro[3.5]nonan-2-yl)methanone OC1(CC(C1)C(=O)N1CC2(C1)CCC(CC2)(C2=CC(=CC=C2)C(C)C)O)C